secbutoxide CC([O-])CC